C(=O)(O)C=1N2C([C@H](C2SCC1CN(S(=O)(=O)C1=C(C=CC=C1)C=1C2=CC=C(C=C2[O+]=C2C=C(C=CC12)N1CCC2=CC=CC=C12)N1CCC2=CC=CC=C12)C)NC(CC=1SC=CC1)=O)=O 9-(2-(N-(((7R)-2-carboxy-8-oxo-7-(2-(thiophen-2-yl)acetamido)-5-thia-1-azabicyclo[4.2.0]oct-2-en-3-yl)methyl)-N-methylsulfamoyl)phenyl)-3,6-di(indolin-1-yl)xanthylium